N[C@@H]1[C@@H](OCC12CCN(CC2)C=2C=C(C1=C(N2)NN=C1C1=C(C(=NC=C1)Br)Cl)O)C 6-((3S,4S)-4-amino-3-methyl-2-oxa-8-azaspiro[4.5]decan-8-yl)-3-(2-bromo-3-chloropyridin-4-yl)-1H-pyrazolo[3,4-b]pyridin-4-ol